CS(=O)(=O)CC(=O)N1CCN(CC1)CC1=NC2=CC=C(C=C2C=C1)OC1=NC=C(C=C1)C=1NN=CC1 2-Methanesulfonyl-1-(4-{6-[5-(2H-pyrazol-3-yl)-pyridin-2-yloxy]-quinolin-2-ylmethyl}-piperazin-1-yl)-ethanone